N(=O)N(O)C1=CC=CC=C1 N-Nitroso-N-phenylhydroxylamin